1,4-bis(trimethoxysilyl)tetrafluorobenzene CO[Si](C1=C(C(=C(C(=C1F)F)[Si](OC)(OC)OC)F)F)(OC)OC